2,6-dichloro-4-nitropyridine ClC1=NC(=CC(=C1)[N+](=O)[O-])Cl